[6-[(3-cyclopropyl-1H-pyrazol-5-yl)methyl]-2-azaspiro[3.3]heptan-2-yl]-[6-(3-cyclopropyl-1H-1,2,4-triazol-5-yl)-2-azaspiro[3.3]heptan-2-yl]methanone C1(CC1)C1=NNC(=C1)CC1CC2(CN(C2)C(=O)N2CC3(C2)CC(C3)C3=NC(=NN3)C3CC3)C1